CC12C(CC(CC1)C2(C)C)=O 4,7,7-trimethyl-3-oxobicyclo[2.2.1]heptan